C(C(=C)C)(=O)NCCCNC(CCOCCOCCOCCOCCOCCOCCOCCOCCOCCOCCOCCC(=O)NCCCNC(C(=C)C)=O)=O N1,N37-bis(3-methacrylamidopropyl)-4,7,10,13,16,19,22,25,28,31,34-undecaoxaheptatriacontanediamide